C(C)OC(C(\C=C\C=1C(=NC(=CC1C1=C(C=C(C=C1)F)F)Cl)Cl)=O)=O (E)-4-(2,6-dichloro-4-(2,4-difluorophenyl)pyridin-3-yl)-2-oxobut-3-enoic acid ethyl ester